COC=1C=C(CNC(=O)NC2=CC(=CC=C2)C(F)(F)F)C=CC1OCCN1CCN(CC1)C1=C(C(=CC=C1)Cl)Cl 1-{3-methoxy-4-{2-[4-(2,3-dichlorophenyl)piperazin-1-yl]ethoxy}benzyl}-3-(3-trifluoromethylphenyl)urea